COC1=CC=C(C=C1)C(=O)O[C@@H]([C@@H](C(=O)O)OC(=O)C2=CC=C(C=C2)OC)C(=O)O Di-p-anisoyl-D-tartaric acid